[Sb+5].BrC1=C(C=C(C(=C1)Cl)CC)OCC=C 1-bromo-5-chloro-4-ethyl-2-(prop-2-en-1-yloxy)benzene antimony (+5)